2-(6-(ethylamino)-4-(2-(4-methyl-4H-1,2,4-triazol-3-yl)phenyl)pyridin-2-yl)-4-(trifluoromethyl)isoindolin-1-one C(C)NC1=CC(=CC(=N1)N1C(C2=CC=CC(=C2C1)C(F)(F)F)=O)C1=C(C=CC=C1)C1=NN=CN1C